NCCC=1C=C(C(O)=CC1)O 4-(2-aminoethyl)catechol